(1R,2R)-2-fluoro-N-(3-(6-(1-hydroxypropyl)-4-methylpyridin-3-yl)-2-(1-methyl-1H-imidazol-2-yl)-1,6-naphthyridin-7-yl)cyclopropane-1-carboxamide F[C@H]1[C@H](C1)C(=O)NC1=NC=C2C=C(C(=NC2=C1)C=1N(C=CN1)C)C=1C=NC(=CC1C)C(CC)O